3-chloro-1-methyl-N-(4,4,4-trifluoro-2-methyl-1-phenylbutan-2-yl)-1H-pyrrolo[2,3-b]pyridine-5-carboxamide ClC1=CN(C2=NC=C(C=C21)C(=O)NC(CC2=CC=CC=C2)(CC(F)(F)F)C)C